O(CCCCOCCS)S 1,6-dioxa-1,8-octanedithiol